benzyl methacrylate benzyl-acrylate C(C1=CC=CC=C1)OC(C=C)=O.C(C(=C)C)(=O)OCC1=CC=CC=C1